((2-(4-carbamoyl-3-methylphenyl)thiazol-5-yl)methyl)-(2-fluorophenyl)quinoxaline-2-carboxamide C(N)(=O)C1=C(C=C(C=C1)C=1SC(=CN1)CC1=C2N=C(C(=NC2=CC=C1)C(=O)N)C1=C(C=CC=C1)F)C